[C@H]12COC[C@H](CC1)N2C2=NC1=CC=C(C=C1C=C2)C=O 2-((1R,5s)-3-oxa-8-azabicyclo[3.2.1]oct-8-yl)quinoline-6-carbaldehyde